CC=CCC1=C(C(=CC=C1)O)O 3-methylallyl-1,2-benzenediol